rac-2-((6R,7R)-2-acetyl-6-methyl-2-azaspiro[3.5]nonan-7-yl)-N-(imidazo[1,2-b]pyridazin-3-yl)-6-methoxy-2H-indazole-5-carboxamide C(C)(=O)N1CC2(C1)C[C@H]([C@@H](CC2)N2N=C1C=C(C(=CC1=C2)C(=O)NC2=CN=C1N2N=CC=C1)OC)C |r|